CC1=CC=C(C=C1)OC 4-methyl-anisole